(S)-3-((6-(Heptadecan-9-yloxy)-6-oxohexanoyl)oxy)-2-((8-(heptadecan-9-yloxy)-8-oxooctanoyl)oxy)propyl (2-(trimethylammonio)ethyl) phosphate P(=O)(OC[C@H](COC(CCCCC(=O)OC(CCCCCCCC)CCCCCCCC)=O)OC(CCCCCCC(=O)OC(CCCCCCCC)CCCCCCCC)=O)(OCC[N+](C)(C)C)[O-]